C(C=C)(=O)[Cr].[Al] aluminum alloyl-chromium